N-(2-(2-cyano-4,4-difluoropyrrolidin-1-yl)-2-oxoethyl)-3-(4-(trifluoromethyl)styryl)isonicotinamide C(#N)C1N(CC(C1)(F)F)C(CNC(C1=C(C=NC=C1)C=CC1=CC=C(C=C1)C(F)(F)F)=O)=O